C(C)(C)(C)OC(=O)C=1C=C2N=CC(=NC2=CC1)CBr 2-(Bromomethyl)quinoxaline-6-carboxylic acid tert-butyl ester